zinc 2-methylimidazolium salt CC=1NC=C[NH+]1.[Zn+2]